2-(4-fluorophenyl)-4-(3-methoxypyridin-2-yl)-2,3-dihydro-1H-pyrrolo[3,4-c]pyridin-1-one FC1=CC=C(C=C1)N1CC=2C(=NC=CC2C1=O)C1=NC=CC=C1OC